FC=1C(=NC(=NC1C1=COC=C1)C1=CNC2=NC=C(C=C21)F)NC2C(C1CCC2CC1)C(=O)O (+/-)-trans-3-((5-fluoro-2-(5-fluoro-1H-pyrrolo[2,3-b]pyridin-3-yl)-6-(furan-3-yl)pyrimidin-4-yl)amino)bicyclo[2.2.2]octane-2-carboxylic acid